FC(C=1C=NC(=NC1)N1CCN(CC1)C(=O)OC(C)(C)C)(C1=CC=C(C=C1)F)F tert-butyl 4-{5-[difluoro (4-fluorophenyl)methyl]pyrimidin-2-yl}piperazine-1-carboxylate